CO[C@H]1CN2C(OC1)=C(C=N2)S(=O)(N)=NC(NC2=C1CCC1=CC=1CCC21)=O (6S)-6-methoxy-N'-(tricyclo[6.2.0.03,6]deca-1,3(6),7-trien-2-ylcarbamoyl)-6,7-dihydro-5H-pyrazolo[5,1-b][1,3]oxazine-3-sulfonimidamide